C(C=C)(=O)N1C(CN(CC1)C1=NC(=NC=2CC(CCC12)N1CCCC2=CC=C(C=C12)C(F)(F)F)OCCN1CCCC1)CC#N 2-(1-acryloyl-4-(2-(2-(pyrrolidin-1-yl)ethoxy)-7-(7-(trifluoromethyl)-3,4-dihydroquinolin-1(2H)-yl)-5,6,7,8-tetrahydroquinazolin-4-yl)piperazin-2-yl)acetonitrile